(R)-5-ethynyl-2-(4-((tetrahydrofuran-3-yl)amino)phthalazin-1-yl)phenol C(#C)C=1C=CC(=C(C1)O)C1=NN=C(C2=CC=CC=C12)N[C@H]1COCC1